C(#N)C1=C(C=C(CN2N=C3CCN(CCC3=C2)C(=O)OC(C)(C)C)C=C1OC)F tert-butyl 2-(4-cyano-3-fluoro-5-methoxybenzyl)-4,5,7,8-tetrahydropyrazolo[3,4-d]azepine-6(2H)-carboxylate